FC(COC=1C(=NC=CN1)CO)F (3-(2,2-difluoroethoxy)pyrazin-2-yl)methanol